cetyltrimethylpyridine chloride [Cl-].C(CCCCCCCCCCCCCCC)C=1C(=C(C(=NC1)C)C)C